tri-tert-butyl-boric acid C(C)(C)(C)OB(OC(C)(C)C)OC(C)(C)C